CC1(C(CCC2(OCC3=CC=CC=C23)C1)=O)C 5,5-dimethyl-4-oxo-3'H-spiro[cyclohexane-1,1'-isobenzoFuran]